2-(4-chloro-1-isopropyl-1H-pyrazol-5-yl)-4-(4-(5-methoxy-3-methyl-1H-pyrazol-1-yl)benzyl)-6,7-dihydropyrazolo[1,5-a]pyrimidin-5(4H)-one ClC=1C=NN(C1C1=NN2C(N(C(CC2)=O)CC2=CC=C(C=C2)N2N=C(C=C2OC)C)=C1)C(C)C